COC1=NC=C(C(=N1)OC)C1=CC=2C(=NC=C(C2N2CC(CC2)OCCN2CCCCC2)C#N)S1 2-(2,4-dimethoxypyrimidin-5-yl)-4-[3-[2-(1-piperidinyl)ethoxy]pyrrolidin-1-yl]thieno[2,3-b]pyridine-5-carbonitrile